C(N)(=O)C1=CC=C(CNC(=O)C=2C=NN(C2)CC2=C(C=C(C=C2)N2CC3C(C3C2)(F)F)CC)C=C1 N-(4-Carbamoylbenzyl)-1-(4-(6,6-difluoro-3-azabicyclo[3.1.0]hex-3-yl)-2-ethylbenzyl)-1H-pyrazole-4-carboxamide